C(C1=CC=CC=C1)N1N=C(C=CC1=O)C1=CC=C(C=C1)Br 2-benzyl-6-(4-bromophenyl)pyridazin-3(2H)-one